(S)-N1-(3,4-Dichlorophenyl)-N-[2-(2,4-dichlorophenyl)ethyl]-5-oxopyrrolidine-1,2-dicarboxamide ClC=1C=C(C=CC1Cl)N(C(=O)N1[C@@H](CCC1=O)C(=O)N)CCC1=C(C=C(C=C1)Cl)Cl